N[C@@]1([C@H]([C@@H](O[C@@H]1CO)N1C(=O)NC(=O)C=C1)O)O 3'-aminouridine